N-(3-methoxyphenyl)-4-methylpiperidine-4-carboximidamide COC=1C=C(C=CC1)NC(=N)C1(CCNCC1)C